1H-imidazole-5-Formaldehyde N1C=NC=C1C=O